COC(C1=CC(=C(C=C1)CBr)OC)=O 4-(bromomethyl)-3-methoxy-benzoic acid methyl ester